CN(C1=CC=C2C(=C(NC2=C1)CC=1OC=CC1)C)C (6-dimethylamino-3-methyl-1H-indol-2-yl)-2-furylmethane